methyl (R)-(1-(4-fluoro-3-(trifluoromethyl)phenyl)cyclopropyl)((1-methylpyrrolidin-2-yl)methyl)carbamate FC1=C(C=C(C=C1)C1(CC1)N(C(OC)=O)C[C@@H]1N(CCC1)C)C(F)(F)F